dioleoyl-dimethyl-ammonium C(CCCCCCC\C=C/CCCCCCCC)(=O)[N+](C)(C)C(CCCCCCC\C=C/CCCCCCCC)=O